COC(=O)C1=CC=C(C=N1)N1CCN(CC1)C(=O)OC(C)(C)C tert-butyl 4-(6-(methoxycarbonyl)pyridin-3-yl)piperazin-1-carboxylate